(R)-4-((3,4-dioxo-2-((2,5,5-trimethyl-4,5,6,7-tetrahydrobenzo[d]thiazol-4-yl)amino)cyclobut-1-en-1-yl)amino)-3-hydroxy-N,N-dimethylpicolinamide O=C1C(=C(C1=O)NC1=C(C(=NC=C1)C(=O)N(C)C)O)N[C@@H]1C(CCC2=C1N=C(S2)C)(C)C